Cl.FC1=C(C=CC(=C1)C1CNCC1)C=1N=C2SC3=C(N2C1)C=CC(=C3)C(=O)N (2-fluoro-4-(pyrrolidin-3-yl)phenyl)benzo[d]imidazo[2,1-b]thiazole-7-carboxamide hydrochloride